p-aminochlorobenzene C1=CC(=CC=C1N)Cl